3-amino-5-(alpha-aminoethyl)tetrahydrofuran magnesium methoxypropanoate COC(C(=O)[O-])C.[Mg+2].NC1COC(C1)C(C)N.COC(C(=O)[O-])C